2-fluoro-N-(6-(6-fluoro-7-isopropyl-1H-indazol-4-yl)imidazo[1,2-a]pyrazin-2-yl)cyclopropane-1-carboxamide FC1C(C1)C(=O)NC=1N=C2N(C=C(N=C2)C2=C3C=NNC3=C(C(=C2)F)C(C)C)C1